4-(4-((1S,4S)-5-propenoyl-2,5-diazabicyclo[2.2.1]heptan-2-yl)phenyl)-6-(1-methyl-1H-pyrazol-4-yl)pyrazolo[1,5-a]pyridine-3-carbonitrile C(C=C)(=O)N1[C@@H]2CN([C@H](C1)C2)C2=CC=C(C=C2)C=2C=1N(C=C(C2)C=2C=NN(C2)C)N=CC1C#N